1-(4-(7-(2-amino-7-fluorobenzo[d]thiazol-4-yl)-6-chloro-2-(((S)-4,4-difluoro-1-methylpyrrolidin-2-yl)methoxy)-8-fluoroquinazolin-4-yl)piperazin-1-yl)prop-2-en-1-one NC=1SC2=C(N1)C(=CC=C2F)C2=C(C=C1C(=NC(=NC1=C2F)OC[C@H]2N(CC(C2)(F)F)C)N2CCN(CC2)C(C=C)=O)Cl